6-(tert-butoxycarbonyl)-6-azaspiro[3.4]octane-8-carboxylic acid C(C)(C)(C)OC(=O)N1CC2(CCC2)C(C1)C(=O)O